5-(3-nitrophenyl)-1,3,4-oxadiazole-2-carboxylic acid hydrazone [N+](=O)([O-])C=1C=C(C=CC1)C1=NN=C(O1)C(O)=NN